N-(7-phenylheptyl)propionamide C1(=CC=CC=C1)CCCCCCCNC(CC)=O